ClC1=CC(=C(C2=C1OC(O2)(C)C2CCC(CC2)CNC2CC(C2)(F)F)C)C(=O)NCC=2C(NC(=CC2SC)C)=O 7-chloro-2-(4-(((3,3-difluorocyclobutyl)amino)methyl)cyclohexyl)-2,4-dimethyl-N-((6-methyl-4-(methylthio)-2-oxo-1,2-dihydropyridin-3-yl)methyl)benzo[d][1,3]dioxole-5-carboxamide